2-(6-(2-((3-fluoro-4-(4-(4-methylpiperazin-1-yl)piperidin-1-yl)phenyl)amino)-6-cyclopropyl-7H-pyrrolo[2,3-d]pyrimidin-7-yl)pyridin-2-yl)propan-2-ol FC=1C=C(C=CC1N1CCC(CC1)N1CCN(CC1)C)NC=1N=CC2=C(N1)N(C(=C2)C2CC2)C2=CC=CC(=N2)C(C)(C)O